3-((5-(cyclopropanecarboxamido)-6-methylpyrazin-2-yl)ethynyl)-N-(3,3-difluoro-1-(4-methylpiperazine-1-yl)-2,3-dihydro-1H-inden-5-yl)-4-methylbenzamide C1(CC1)C(=O)NC=1N=CC(=NC1C)C#CC=1C=C(C(=O)NC=2C=C3C(CC(C3=CC2)N2CCN(CC2)C)(F)F)C=CC1C